C(=O)N[C@@H](CCSC)C(=O)N[C@@H](CC(C)C)C(=O)N([C@@H](C)C(=O)O)C=1CCC=CC1 N-formyl-methionyl-leucyl-[3H]phenylalanine